C1(CCCC1)OCC(=O)Cl 2-(cyclopentyloxy)acetyl chloride